N-(3-(2'-fluoro-[1,1'-biphenyl]-4-yl)propyl)-2-methyl-1H-benzo[d]imidazole-5-carboxamide FC1=C(C=CC=C1)C1=CC=C(C=C1)CCCNC(=O)C1=CC2=C(NC(=N2)C)C=C1